4-methoxy-2-methyl-phenylboronic acid COC1=CC(=C(C=C1)B(O)O)C